NC1=NC=CC=C1S(=O)(=O)NC(=O)C=1C(=NC(=CC1)C1=CC(=CC=C1)C#N)N1C(C[C@@H](C1)C)(C)C N-[(2-Amino-3-pyridyl)sulfonyl]-6-(3-cyanophenyl)-2-[(4S)-2,2,4-trimethylpyrrolidin-1-yl]pyridin-3-carboxamid